alpha-Terpineol butanoate C(CCC)(=O)OC(C1CC=C(C)CC1)(C)C